CO[C@@H]1CC[C@H](CC1)N1C=NC2=C1C=CC=C2 1-((trans)-4-methoxycyclohexyl)-1H-benzo[d]imidazole